5,5-dimethyl-4,5-dihydro-isoxazol-3-yl-p-methylbenzenesulfonate CC1(CC(=NO1)OS(=O)(=O)C1=CC=C(C=C1)C)C